N(=[N+]=[N-])C1=CC(=C(C=C1)NCCN1N=NC(=C1)CCN1[C@@H]([C@H]([C@@H]([C@H](C1)O)O)O)CO)[N+](=O)[O-] (2R,3R,4R,5S)-1-[2-(1-{2-[(4-azido-2-nitrophenyl)amino]ethyl}-1H-1,2,3-triazol-4-yl)ethyl]-2-(hydroxymethyl)piperidine-3,4,5-triol